C(C)O[Si](CCCNC(OC(COC(NCCC[Si](OCC)(OCC)OCC)=O)C1OC(C(=C1O)O)=O)=O)(OCC)OCC 4-1-(3,4-dihydroxy-5-oxo-2,5-dihydrofuran-2-yl)ethane-1,2-diyl bis((3-(triethoxysilyl)propyl)carbamate)